NC1=C(C=C(C=N1)C1=CC=C(C=C1)C(=O)N1[C@H](CCC1)CN1CCCC1)OCC1=C(C(=CC=C1F)F)Cl {4-[6-amino-5-(2-chloro-3,6-difluoro-benzyloxy)-pyridin-3-yl]-phenyl}-[(2R)-2-pyrrolidin-1-ylmethyl-pyrrolidin-1-yl]-methanone